OC[C@@H](CC1=NC(=CC(=C1)C)OC)NC(OC(C)(C)C)=O tert-Butyl (R)-(1-hydroxy-3-(6-methoxy-4-methylpyridin-2-yl)propan-2-yl)carbamate